NN1C(N(C(C=C1C(F)(F)F)=O)C=1C(=CC(=C(C1)SC=1C(=NC=CC1)OCCC(=O)OCC1=CC=CC=C1)Cl)F)=O benzyl 3-{[3-({5-[3-amino-2,6-dioxo-4-(trifluoromethyl)-3,6-dihydropyrimidin-1(2H)-yl]-2-chloro-4-fluorophenyl}sulfanyl)pyridin-2-yl]oxy}propanoate